(2R,5R)-5-methyl-4-{[2-(2H-1,2,3-triazol-2-yl)phenyl]carbonyl}-2-({[5-(trifluoromethyl)pyridin-2-yl]oxy}methyl)thiomorpholine C[C@@H]1CS[C@H](CN1C(=O)C1=C(C=CC=C1)N1N=CC=N1)COC1=NC=C(C=C1)C(F)(F)F